2,3,4-tri-O-acetyl-β-D-xylopyranosyl azide CC(=O)O[C@@H]1CO[C@H]([C@@H]([C@H]1OC(=O)C)OC(=O)C)N=[N+]=[N-]